FC1=CC2=C(CCNCC2)C=C1F 7,8-difluoro-1,2,4,5-tetrahydro-3H-benzo[d]azepine